2,3-bis(acetylmercaptomethyl)quinoxaline C(C)(=O)SCC1=NC2=CC=CC=C2N=C1CSC(C)=O